N1C(=NC2=C1C=CC=C2)C2=C(C=C(C=C2)Cl)C=2C(=CC(=CC2)C(=O)N[C@H](CCC)C2=CC=CC=C2)C(=O)NC#N 2'-(1H-1,3-benzodiazol-2-yl)-5'-chloro-N2-cyano-N4-[(1R)-1-phenylbutyl]-[1,1'-biphenyl]-2,4-dicarboxamide